[3-[2-(Dimethylamino)ethyl]-1H-indol-4-yl] phosphono hydrogen phosphate P(=O)(OC1=C2C(=CNC2=CC=C1)CCN(C)C)(OP(=O)(O)O)O